N[C@@H](COC1=NC(=NC(=C1C)C1=C(C=CC=C1C)C)NS(=O)(=O)C=1C=C(C(=O)O)C=CC1)C 3-[[4-[(2R)-2-Aminopropoxy]-6-(2,6-dimethylphenyl)-5-methyl-pyrimidin-2-yl]sulfamoyl]benzoic acid